O1C=NC2=C1C=CC(=C2)C(C)=O 1-(benzo[d]oxazol-5-yl)ethan-1-one